C(C)(C)C1=C(NC2=CC=C(C=C12)C1CCN(CC1)C1CCOCC1)C=1C(=CC=2N(C1)C=CN2)C 6-(3-isopropyl-5-(1-(tetrahydro-2H-pyran-4-yl)piperidin-4-yl)-1H-indol-2-yl)-7-methylimidazo[1,2-a]pyridine